N-ethyl-5-methoxy-N-(thiophen-2-ylmethyl)benzofuran-2-carboxamide C(C)N(C(=O)C=1OC2=C(C1)C=C(C=C2)OC)CC=2SC=CC2